C=C(C(=O)OCC(COC(C(CC1=CC(=C(C(=C1)C(C)(C)C)O)C(C)(C)C)=C)=O)(COC(C(CC1=CC(=C(C(=C1)C(C)(C)C)O)C(C)(C)C)=C)=O)COC(C(CC1=CC(=C(C(=C1)C(C)(C)C)O)C(C)(C)C)=C)=O)CC1=CC(=C(C(=C1)C(C)(C)C)O)C(C)(C)C pentaerythritol-tetrakis[methylene-3-(3,5-di-tert-butyl-4-hydroxyphenyl) propionate]